C(C1=CC=CC=C1)SC=1C=CC(=C2C=NNC12)C 7-(Benzylthio)-4-methyl-1H-indazole